(S)-2-((tert-butoxycarbonyl)amino)-4-(butylthio)butanoic acid C(C)(C)(C)OC(=O)N[C@H](C(=O)O)CCSCCCC